BrC1=CC=C(C=C1)N1CCNCC1 4-bromophenylpiperazine